2-(3,7-dimethyl-2,6-octadien-1-yl)-cyclopentanone CC(=CCC1C(CCC1)=O)CCC=C(C)C